C(C)C=1N(C=C(C1)NC(=O)C=1N(C=CN1)C)C ethyl-1-methyl-4-(1-methylimidazole-2-amido)pyrrole